4-amino-2,6-di-tert-butylphenyl ether NC1=CC(=C(C(=C1)C(C)(C)C)OC1=C(C=C(C=C1C(C)(C)C)N)C(C)(C)C)C(C)(C)C